O=C(NCCCC(=O)O)CCOCCOCCNC(C(CCC(=O)O)NC(CN1CCN(CCN(CCN(CC1)CC(=O)O)CC(=O)O)CC(=O)O)=O)=O 6,16-dioxo-17-(2-(4,7,10-tris(carboxymethyl)-1,4,7,10-tetraazacyclododecan-1-yl)acetamido)-9,12-dioxa-5,15-diazaicosanedioic acid